8-((2R,5R)-4-((5-Isopropoxypyridin-2-yl)oxy)-2,5-dimethylpiperidin-1-yl)-5-methyl-6-oxo-5,6-dihydro-1,5-naphthyridin-2-carbonitril C(C)(C)OC=1C=CC(=NC1)OC1C[C@H](N(C[C@H]1C)C1=CC(N(C=2C=CC(=NC12)C#N)C)=O)C